O1COC2=C1C=CC(=C2)C=C2C(NC(N(C2=O)C2=CC=C(C=C2)OC)=O)=O 5-(benzo[d][1,3]dioxol-5-ylmethylene)-1-(4-methoxyphenyl)pyrimidine-2,4,6(1H,3H,5H)-trione